Cl.FC1(C(C1)C=1C=C2C=C(N(C2=CC1OCC=1N=CSC1)S(=O)(=O)C1=CC=CC=C1)CNC(=O)C1(CC1)C)F N-((5-(2,2-difluorocyclopropyl)-1-(phenylsulfonyl)-6-(thiazol-4-ylmethoxy)-1H-indol-2-yl)methyl)-1-methylcyclopropane-1-carboxamide hydrochloride